3-(2-bromo-5-chlorophenyl)propanal BrC1=C(C=C(C=C1)Cl)CCC=O